C(C1=CC=CC=C1)OC=1C=2N(C=CC1C=1C=NN(C1)C(C)OCC)N=C(N2)N[C@@H]2[C@@H](CN(CC2)S(=O)(=O)C)C 8-(benzyloxy)-7-(1-(1-ethoxyethyl)-1H-pyrazol-4-yl)-N-((3R,4S)-3-methyl-1-(methylsulfonyl)piperidin-4-yl)-[1,2,4]triazolo[1,5-a]pyridin-2-amine